[N+](=O)([O-])[O-].C(CCCCCC)[NH2+]CCCCCCC bis-heptyl-ammonium nitrate